diisopropoxymethyl-(3-isopropenylphenyl)silane C(C)(C)OC(OC(C)C)[SiH2]C1=CC(=CC=C1)C(=C)C